C1(CCCCC1)C(=O)N1CCC(CC1)CN1[C@@H]([C@H]([C@@H]([C@H](C1)O)O)O)CO cyclohexyl(4-(((2R,3R,4R,5S)-3,4,5-trihydroxy-2-(hydroxymethyl)piperidin-1-yl)methyl)piperidin-1-yl)methanone